C(#N)N1C[C@@H]2N(CC[C@@H]2C1)C(=O)NC1=C(C=C(C=C1)OC(F)(F)F)F (3aR,6aR)-5-cyano-N-(2-fluoro-4-(trifluoromethoxy)phenyl)hexahydropyrrolo[3,4-b]pyrrol-1(2H)-carboxamide